(oxetan-2-ylmethyl)-3H-imidazo[4,5-c]Pyridine O1C(CC1)CC1=NC2=C(C=NC=C2)N1